N-(benzylsulfonyl)-5-cyclopropyl-4'-(2,6-dimethoxyphenyl)-2H,4'H-[3,3'-bi(1,2,4-triazole)]-5'-carboxamide C(C1=CC=CC=C1)S(=O)(=O)NC(=O)C=1N(C(=NN1)C=1NN=C(N1)C1CC1)C1=C(C=CC=C1OC)OC